17-trans-(3s,4s,5s)-4-amino-5-(5-chlorothien-2-yl)-1-(1-(4-fluorophenyl)-1H-indazol-5-yl)-3-methylpyrrolidin-2-one N[C@H]1[C@@H](C(N([C@@H]1C=1SC(=CC1)Cl)C=1C=C2C=NN(C2=CC1)C1=CC=C(C=C1)F)=O)C